C(C)C=1CNC=2C=C3C(=NC2C1)OCC[C@H]1N(C3=O)C(CN(C1)C(=O)OC(C)(C)C)=O tert-butyl (R)-10-ethyl-l-1,14-dioxo-1,2,4,4a,5,6,11,14-octahydro-3H,12H-pyrazino[1',2':5,6][1,5]oxazocino[2,3-b][1,5]naphthyridine-3-carboxylate